trans-5-(4-phenoxyphenyl)-7-(4-(piperazin-1-yl)cyclohexyl)pyrrolo[2,1-f][1,2,4]triazin-4-amine O(C1=CC=CC=C1)C1=CC=C(C=C1)C=1C=C(N2N=CN=C(C21)N)[C@@H]2CC[C@H](CC2)N2CCNCC2